(14S)-7-(2-((tert-butyldimethylsilyl)oxy)dodecyl)-5-decyl-2,2,3,3-tetramethyl-12-oxo-14-phenethyl-4,11-dioxa-7,13-diaza-3-silapentadecan-15-oic acid [Si](C)(C)(C(C)(C)C)OC(CN(CC(O[Si](C(C)(C)C)(C)C)CCCCCCCCCC)CCCOC(N[C@H](C(=O)O)CCC1=CC=CC=C1)=O)CCCCCCCCCC